O=C1N2CCCCC2=C(C=C1)C(=O)OC methyl 6-oxo-1,3,4,6-tetrahydro-2H-quinolizine-9-carboxylate